1-[3-Hydroxy-2-(5H-imidazo[1,5-b]isoindol-5-yl)-7-azaspiro[3.5]nonan-7-yl]-2-(3-methylisoxazol-5-yl)ethanon OC1C(CC12CCN(CC2)C(CC2=CC(=NO2)C)=O)C2N1C(C=3C=CC=CC23)=CN=C1